ClC1=CC2=C(C3=CC=CC=C3C(=C2C=C1)OCC(CCCC)CC)OCC(CCCC)CC 2-chloro-9,10-bis(2-ethylhexyloxy)anthracene